propyl-amide diacetate C(C)(=O)[O-].C(C)(=O)[O-].C(CC)[NH-]